(E)-N-(5-(2-(3-cyano-6-(1-methyl-1H-pyrazol-4-yl)pyrazolo[1,5-a]pyridin-4-yl)vinyl)pyrazin-2-yl)acrylamide C(#N)C=1C=NN2C1C(=CC(=C2)C=2C=NN(C2)C)/C=C/C=2N=CC(=NC2)NC(C=C)=O